ClC1=CC=CC2=C1C1=C(O2)C=CC(=C1)C=1C=C(C=CC1)C=1C=CC=2N(C3=CC=CC=C3C2C1)C1=CC=CC=C1 3-(3-(9-chlorodibenzo[b,d]furan-2-yl)phenyl)-9-phenyl-9H-carbazole